N1C(=NC2=C1C=CC=C2)CNCC2=C(C(=O)NO)C=CC=C2 ((((1H-benzimidazol-2-yl)methyl)amino)methyl)-N-hydroxybenzoamide